3-(4-((((S)-piperidin-3-yl)methyl)amino)phenyl)piperidine-2,6-dione N1C[C@H](CCC1)CNC1=CC=C(C=C1)C1C(NC(CC1)=O)=O